2,7-Diiodocarbazole IC1=CC=2NC3=CC(=CC=C3C2C=C1)I